N-(1-(3-(difluoromethyl)-2-fluoro-5-nitrophenyl)ethyl)-2-methylpropane-2-sulfinamide FC(C=1C(=C(C=C(C1)[N+](=O)[O-])C(C)NS(=O)C(C)(C)C)F)F